2-mercaptotriazine C1=CNN(N=C1)S